ethyl (E)-4-cyclopentylbut-2-enoate C1(CCCC1)C/C=C/C(=O)OCC